1-(5-(4-amino-1-isopropyl-1H-pyrazolo[3,4-d]pyrimidin-3-yl)-4-chloroindolin-1-yl)-2-(4-fluoro-3-(trifluoromethyl)phenyl)ethan-1-one NC1=C2C(=NC=N1)N(N=C2C=2C(=C1CCN(C1=CC2)C(CC2=CC(=C(C=C2)F)C(F)(F)F)=O)Cl)C(C)C